C1(CC1)OC1=C(N)C=CC(=C1)CN(C)C 2-cyclopropoxy-4-((dimethylamino)methyl)aniline